N-(4-(4-(trifluoromethyl)piperidin-1-yl)phenyl)piperidin-4-amine FC(C1CCN(CC1)C1=CC=C(C=C1)NC1CCNCC1)(F)F